di-ammonium hydrogen citrate C(CC(O)(C(=O)[O-])CC(=O)[O-])(=O)O.[NH4+].[NH4+]